C(C1=CC=CC=C1)N1CC=2C(=C(N=C(C2CC1)N1CCN(CC1)C([C@H]([C@@H](C)OCC1=CC=CC=C1)NC(OC(C)(C)C)=O)=O)OC[C@H]1N(CCC1)C)C#N tert-butyl ((2S,3R)-1-(4-(6-benzyl-4-cyano-3-(((S)-1-methylpyrrolidin-2-yl)methoxy)-5,6,7,8-tetrahydro-2,6-naphthyridin-1-yl)piperazin-1-yl)-3-(benzyloxy)-1-oxobutan-2-yl)carbamate